C1(CC1)C=1N=C2N(C=C(N=C2OCC)C(=O)O)C1 2-cyclopropyl-8-ethoxyimidazo[1,2-a]pyrazine-6-carboxylic acid